N1=C(C(=CC=C1)C(=O)N1CCC(CC1)(C#N)CC1=CC=C(C=C1)F)C1=CC=NC=C1 1-([2,4'-bipyridine]-3-carbonyl)-4-(4-fluorobenzyl)piperidine-4-carbonitrile